α,4-dimethyl-3-cyclohexene-1-acetaldehyde CC(C=O)C1CC=C(CC1)C